1-Decyl-3-ethylpyridinium methansulfonat CS(=O)(=O)[O-].C(CCCCCCCCC)[N+]1=CC(=CC=C1)CC